CC=1C(C(C(CC1)C)C)O 2,5,6-Trimethylcyclohex-2-en-1-ol